3-((6-bromobenzo[d]isoxazol-3-yl)amino)propanenitrile BrC1=CC2=C(C(=NO2)NCCC#N)C=C1